C(C)N1CN(C=C1)CC 1,3-diethyl-imidazole